FC(S(=O)(=O)OC=1C=2N(C=C(C1)NCC(=O)N(C)C)N=CC2C#N)(F)F 3-cyano-6-((2-(dimethylamino)-2-oxoethyl)amino)pyrazolo[1,5-a]pyridin-4-yl trifluoromethanesulfonate